1-ethyl-3,3-dimethyl-3H-indole chloride [Cl-].C(C)N1CC(C2=CC=CC=C12)(C)C